N1=CSC=2C=NC=C(C21)C2CC(C2)O 3-(thiazolo[5,4-c]pyridin-7-yl)cyclobutan-1-ol